N,N-ethylene-bis(tetrabromophthalimide) C(CN1C(=O)C2=C(C1=O)C(=C(C(=C2Br)Br)Br)Br)N3C(=O)C4=C(C3=O)C(=C(C(=C4Br)Br)Br)Br